N-(2-aminoethyl)butane-1,4-diamine C(CCNCCN)CN